2-methoxy-5-(1,3-thiazol-2-yl)aniline COC1=C(N)C=C(C=C1)C=1SC=CN1